[N+](=[N-])=C(C(=O)OCC)C1(CC(OCC1)C)O ethyl 2-diazo-2-(4-hydroxy-2-methyl-tetrahydropyran-4-yl)acetate